C12(CC3CC(CC(C1)C3)C2)CC2=NOC(=N2)[C@H](CC2=CNC3=CC=CC=C23)NC([C@H](CC2=C(C=C(C=C2C)O)C)NC([C@@H](CCNC(=N)N)N)=O)=O (R)-N-((S)-1-(((S)-1-(3-(adamantan-1-ylmethyl)-1,2,4-oxadiazol-5-yl)-2-(1H-indol-3-yl)ethyl)amino)-3-(4-hydroxy-2,6-dimethylphenyl)-1-oxopropan-2-yl)-2-amino-4-guanidinobutyramide